C(C)OC(C)OCC Diethoxy-ethan